Cl.Cl.FC1=C(C=CC(=C1F)OC)C1=CN=C2N1C=CN=C2NC2=CC(=C(C(=O)N1CCN(CC1)C(=O)[C@H]1NC[C@@H](C1)O)C(=C2)C)F (4-(4-((3-(2,3-difluoro-4-methoxyphenyl)imidazo[1,2-a]pyrazin-8-yl)amino)-2-fluoro-6-methylbenzoyl)piperazin-1-yl)((2S,4R)-4-hydroxypyrrolidin-2-yl)methanone dihydrochloride